C(#N)[C@H]1N(C[C@H](C1)F)C(=O)[C@@H]1C[C@H](C(N1)=O)CC(=O)O 2-((3S,5S)-5-((2S,4S)-2-cyano-4-fluoropyrrolidine-1-carbonyl)-2-oxopyrrolidin-3-yl)acetic acid